N-(4-(N-(3,4-dichloro-1H-indol-7-yl)sulfamoyl)phenyl)-N-propylpiperazine-1-sulfonamide ClC1=CNC2=C(C=CC(=C12)Cl)NS(=O)(=O)C1=CC=C(C=C1)N(S(=O)(=O)N1CCNCC1)CCC